2-((S)-1-(4-hydroxybut-2-ynoyl)-4-(7-(8-methylnaphthalen-1-yl)-2-(((S)-1-methylpyrrolidin-2-yl)methoxy)-5,6,7,8-tetrahydropyrido[3,4-d]pyrimidin-4-yl)piperazin-2-yl)acetonitrile OCC#CC(=O)N1[C@H](CN(CC1)C=1C2=C(N=C(N1)OC[C@H]1N(CCC1)C)CN(CC2)C2=CC=CC1=CC=CC(=C21)C)CC#N